C(C1=CC=CC=C1)OC1=CC=C(C=C1)[C@H]1[C@@H](C1)NCC1=NN=C(O1)N 5-((((1R,2S)-2-(4-(benzyloxy)phenyl)cyclopropyl)amino)methyl)-1,3,4-oxadiazol-2-amine